CC(CC(C)C)OC1=CC=C(C=C1)C 4-methylphenyl 1,3-dimethyl-butyl ether